N-[1-[3-(2,6-dibenzyloxy-3-pyridyl)-1-methyl-pyrazolo[3,4-b]pyridin-6-yl]-4-piperidyl]-N-methyl-carbamate C(C1=CC=CC=C1)OC1=NC(=CC=C1C1=NN(C2=NC(=CC=C21)N2CCC(CC2)N(C([O-])=O)C)C)OCC2=CC=CC=C2